F[B-](F)(F)F.ClC[N+]12CC[N+](CC1)(CC2)F.F[B-](F)(F)F 1-(chloromethyl)-4-fluoro-1,4-diazabicyclo[2.2.2]octane-1,4-diium tetrafluoroborate